3-(5-(((2-(4-(1,2-bis(4-hydroxyphenyl)but-1-en-1-yl)phenoxy)ethyl)amino)methyl)-1-Oxoisoindolin-2-yl)piperidine-2,6-dione OC1=CC=C(C=C1)C(=C(CC)C1=CC=C(C=C1)O)C1=CC=C(OCCNCC=2C=C3CN(C(C3=CC2)=O)C2C(NC(CC2)=O)=O)C=C1